Heneicosyl 8,8'-((3-((3-hydroxypropyl)(8-carbonyl-8-(undecyloxy)octyl)amino)propyl)azanediyl)dioctanoate OCCCN(CCCN(CCCCCCCC(=O)[O-])CCCCCCCC(=O)OCCCCCCCCCCCCCCCCCCCCC)CCCCCCCC(OCCCCCCCCCCC)=C=O